OC1=CC=C(C=C1)N[C@H](C(=O)N(C)C)[C@@H](C)C1=CN(C2=CC=CC=C12)S(=O)(C1=CC=C(C=C1)C)([O])C (2S,3S)-2-((4-Hydroxyphenyl)amino)-N,N-dimethyl-3-(1-(methyl-(λ1-oxidaneyl)-(p-tolyl)sulfinyl)-1H-indol-3-yl)butanamide